NC=1C(=NC(=C(N1)N)Cl)C(=O)O 3,5-diamino-6-chloro-pyrazine-2-carboxylic acid